CN(CC(=O)N1CCC(CC1)C=1C=C2C(=C(NC2=CC1)C=1C=C(C=2N(C1)C=C(N2)C(=O)NC)C)C(C)C)C 6-(5-(1-(dimethylglycyl)piperidin-4-yl)-3-isopropyl-1H-indol-2-yl)-N,8-dimethylimidazo[1,2-a]pyridine-2-carboxamide